NC=1N=C(NC1)C1=CC=C(OCCCC#N)C=C1 4-(4-(4-aminoimidazol-2-yl)phenoxy)butyronitrile